F[C@@H]1CN(CC1)C=1N=CC(=NC1)C=1SC=2C=NCCC2N1 (S)-2-(5-(3-fluoropyrrolidin-1-yl)pyrazin-2-yl)-6,7-dihydrothiazolo[5,4-c]pyridin